FC(S(=O)(=O)[O-])(F)F.FC(S(=O)(=O)[O-])(F)F.C(C)(C)(C=1OC[C@@H](N1)C(C)(C)C)C=1OC[C@@H](N1)C(C)(C)C.[Cu+2] copper (II) (-)-2,2'-isopropylidenebis[(4S)-4-tert-butyl-2-oxazoline] di(trifluoromethanesulfonate)